C(C)(C)(C)OC(=O)NC1CCN(CC1)S(=O)(=O)C=1C=C(C(=O)OC)C=CC1F methyl 3-((4-((tert-butoxycarbonyl) amino) piperidin-1-yl) sulfonyl)-4-fluorobenzoate